6-bromo-8-[2-[2-[(1S)-1-methoxyethyl]-5-morpholino-3-pyridyl]ethynyl]-1,2,3,4-tetrahydroquinolin-3-ol BrC=1C=C2CC(CNC2=C(C1)C#CC=1C(=NC=C(C1)N1CCOCC1)[C@H](C)OC)O